methyl 4-(2-methoxyphenyl)-6-methylnicotinate COC1=C(C=CC=C1)C1=CC(=NC=C1C(=O)OC)C